3-bromo-1-tert-butyl-pyrazolo[3,4-d]pyrimidin-4-amine BrC1=NN(C2=NC=NC(=C21)N)C(C)(C)C